3-[7-chloro-5-(5,5-dimethyl-1,3,2-dioxaborinan-2-yl)-2-methyl-benzimidazol-1-yl]-1-methyl-cyclobutanol ClC1=CC(=CC2=C1N(C(=N2)C)C2CC(C2)(O)C)B2OCC(CO2)(C)C